C(C1=CC=CC=C1)N1CC(CC1)(CO)C(CC)NS(=O)C(C)(C)C N-(1-(1-benzyl-3-(hydroxymethyl)pyrrolidin-3-yl)propyl)-2-methylpropane-2-sulfinamide